OC1=CC=C(C=C1)C(C)(C1=CC=CC=C1)C1=CC=C(C=C1)O 1,1-bis(4-hydroxyphenyl)-1-Phenyl-ethane